(2-chlorophenyl)-N-[6-(3-fluorophenylamino)pyridazin-4-yl]acetamide ClC1=C(C=CC=C1)CC(=O)NC1=CN=NC(=C1)NC1=CC(=CC=C1)F